(trans)-Methyl 2-(4-(6-(2-chloro-3,4-difluorophenyl)-2-(3,5-difluoropyridin-2-yl)-5-(methoxycarbonyl)-3,6-dihydropyrimidin-4-yl)cyclohexyl)oxazole-4-carboxylate ClC1=C(C=CC(=C1F)F)C1C(=C(NC(=N1)C1=NC=C(C=C1F)F)[C@@H]1CC[C@H](CC1)C=1OC=C(N1)C(=O)OC)C(=O)OC